BrC1=CC(=C(C(=O)NC2=C(N=NC(=C2)C(F)(F)F)NC)C=C1)SCC 4-bromo-2-ethylsulfanyl-N-[3-(methylamino)-6-(trifluoromethyl)pyridazin-4-yl]benzamide